CN(CCNCC=1N=C(SC1C1=CC=C(C=C1)OC)C1=CC=C(C=C1)OC)C dimethyl-N'-(2,5-bis(4-methoxyphenyl)thiazol-4-yl-methyl)ethylenediamine